methyl 4-[[3-(3-chloro-4-fluoro-2-methoxy-phenyl)-5-methyl-5-(trifluoromethyl)tetrahydrofuran-2-carbonyl]amino]pyridine-2-carboxylate ClC=1C(=C(C=CC1F)C1C(OC(C1)(C(F)(F)F)C)C(=O)NC1=CC(=NC=C1)C(=O)OC)OC